COC(=O)C1(CCC2(C(=CC3=CC=C(C=C23)OC)Br)CC1)NC1=CC(=CC=C1)Cl (1s,4s)-2'-bromo-4-(3-chloroanilino)-6'-methoxyspiro[cyclohexane-1,1'-indene]-4-carboxylic acid methyl ester